C(N)(O[C@]1(C[C@H](CCC1)NC1=C(C=C(C=C1)C(NC)=O)N)C(C)(C)C)=O tert-butyl-(cis-3-((2-amino-4-(methylcarbamoyl)phenyl)amino)cyclohexyl) carbamate